BrCC(CCN1C(C2=CC=CC=C2C1=O)=O)O 2-(4-bromo-3-hydroxy-butyl)isoindoline-1,3-dione